C(C)OC=1C=C(C=CC1C=1NC(C2=C(N1)NN=N2)=O)NC(C)=O N-(3-ethoxy-4-(7-oxo-6,7-dihydro-3H-[1,2,3]triazolo[4,5-d]pyrimidin-5-yl)phenyl)acetamide